2-benzyl-4-bromo-6-((tetrahydro-2H-pyran-4-yl)oxy)pyridazin-3(2H)-one C(C1=CC=CC=C1)N1N=C(C=C(C1=O)Br)OC1CCOCC1